C1(CC1)C1=C2C(N(C(NC2=C(C(=C1)CN1CCN(CC1)C=1C=CC(=NC1C)C(=O)NC)F)=O)C)=O 5-(4-((5-Cyclopropyl-8-fluoro-3-methyl-2,4-dioxo-1,2,3,4-tetrahydroquinazolin-7-yl)methyl)piperazin-1-yl)-N,6-dimethylpyridineamide